tert-butyl 6-(4-bromopyrazol-1-yl)-2-azaspiro[3.3]heptane-2-carboxylate BrC=1C=NN(C1)C1CC2(CN(C2)C(=O)OC(C)(C)C)C1